4-(((6-nitro-2-oxo-2H-benzopyran-4-yl)amino)methyl)benzonitrile [N+](=O)([O-])C=1C=CC2=C(C(=CC(O2)=O)NCC2=CC=C(C#N)C=C2)C1